N-(4-((2,3-dihydro-1H-inden-2-yl)(propyl)amino)butyl)-1H-indole-2-carboxamide C1C(CC2=CC=CC=C12)N(CCCCNC(=O)C=1NC2=CC=CC=C2C1)CCC